2-((1S,2R)-2-((4-(benzo[d]thiazol-6-ylamino)-7-bromoquinazolin-5-yl)oxy)cyclobutyl)isoindoline-1,3-dione S1C=NC2=C1C=C(C=C2)NC2=NC=NC1=CC(=CC(=C21)O[C@H]2[C@H](CC2)N2C(C1=CC=CC=C1C2=O)=O)Br